[Si](C)(C)(C(C)(C)C)OCC12CCC(CC1)(N2C(=O)OC(C)(C)C)C#CC=2C=NC=CC2 tert-butyl (1r,4r)-1-(((tert-butyldimethylsilyl)-oxy)methyl)-4-(pyridin-3-ylethynyl)-7-azabicyclo[2.2.1]heptane-7-carboxylate